N1CCC12CN(CC2)C=2C1=C(N=CN2)C=CN=C1 4-(1,6-diazaspiro[3.4]oct-6-yl)pyrido[4,3-d]pyrimidine